FC=1C=C(C=CC1)C(=C1CCN(CC1)C(=O)C=1C=NC=C(C1)C)C1=CC=CC=C1 (4-((3-fluorophenyl)(phenyl)methylene)piperidin-1-yl)(5-methylpyridin-3-yl)methanone